(E)-3-(furan-2-yl)-N-(2-(propylsulfonyl)-1,2,3,4-tetrahydroisoquinolin-7-yl)acrylamide O1C(=CC=C1)/C=C/C(=O)NC1=CC=C2CCN(CC2=C1)S(=O)(=O)CCC